CC(C)(C1=CC=CC=C1)NC(=O)C=1C=2C[C@@H]3[C@H](C2N(N1)C(C)C)C3 (1aR,5aR)-2-isopropyl-1a,2,5,5a-tetrahydro-1H-2,3-diazacyclopropa[a]pentalene-4-carboxylic Acid (1-Methyl-1-phenylethyl)-amide